1-(2-{4-[2-(4-methyl-piperazin-1-yl)-ethylamino]-anilino}-pyrimidin-4-yl)-1H-indole-3-carboxamide CN1CCN(CC1)CCNC1=CC=C(NC2=NC=CC(=N2)N2C=C(C3=CC=CC=C23)C(=O)N)C=C1